(+/-)-trans-3-((5-fluoro-2-(5-fluoro-1H-pyrrolo[2,3-b]pyridin-3-yl)-6-(p-tolyl)pyrimidin-4-yl)amino)bicyclo[2.2.2]octane-2-carboxylic acid FC=1C(=NC(=NC1C1=CC=C(C=C1)C)C1=CNC2=NC=C(C=C21)F)NC2C(C1CCC2CC1)C(=O)O